N,N-diethyl-beta-chloroethyl-amine hydrochloride Cl.C(C)N(CC)CCCl